ClC=1C=C(C=CC1F)C(NC1=CC=C2C(=N1)C=C(S2)C(F)(F)F)C=2NC(=C(N2)S(=O)(=O)C)C N-[(3-chloro-4-fluorophenyl)-(5-methyl-4-methylsulfonyl-1H-imidazol-2-yl)methyl]-2-(trifluoromethyl)thieno[3,2-b]pyridin-5-amine